ClC=1C=CC(=C(C1)N1CON(CO1)C(C(=O)NC1=CC2=CN(N=C2C=C1)C)CC1=CC=CC=C1)N1N=NN=C1 2-(4-(5-chloro-2-(1H-tetrazol-1-yl)phenyl)-2,5-dioxapiperazin-1-yl)-N-(2-methyl-2H-indazol-5-yl)-3-phenylpropionamide